5'-Bromo-7'-(chloromethyl)-2',3'-dihydro-1'H-spiro[cyclopropane-1,4'-isoquinoline] BrC1=C2C3(CNCC2=CC(=C1)CCl)CC3